BrC=1C=C(C(=C(C1F)F)F)O 3-bromo-4,5,6-trifluorophenol